(3aR,5S,6aR)-2,2-dimethyltetrahydrofurane CC1(OCCC1)C